CC=1N=C(C2=NS(CCN2C1)(=O)=O)N1CC(C1)OC1=CC=CC=C1 7-methyl-9-(3-phenoxyazetidin-1-yl)-3,4-dihydropyrazino[2,1-c][1,2,4]thiadiazine 2,2-dioxide